C(C)(C)C1=CC=C(C=C1)SC=1C=C2CC(C(C2=CC1)=O)=O 5-(4-isopropylphenylthio)-1,2-indandione